NC(CC(CC(C(=O)C(C(C(O)C(C(CC(CC(C)N)C)C)=O)O)O)C)C)C di(6-amino-2,4-dimethylheptanoyl)glycerol